NCC=1C=C(C=CC1)C=1C=CC2=C(C(=CO2)COC2=C(C=CC=C2F)CC(=O)O)C1 2-(2-((5-(3-(aminomethyl)phenyl)benzofuran-3-yl)methoxy)-3-fluorophenyl)acetic acid